{[(6E)-6-(cyclopropanecarbonylimino)-4-{[2-methoxy-3-(1-methyl-1H-1,2,4-triazol-3-yl)phenyl]amino}-3-[(2H3)methylcarbamoyl]-1,6-dihydropyridazin-1-yl]methoxy}phosphonic acid C1(CC1)C(=O)\N=C\1/C=C(C(=NN1COP(O)(O)=O)C(NC([2H])([2H])[2H])=O)NC1=C(C(=CC=C1)C1=NN(C=N1)C)OC